6-methyl-5-(4,4,5,5-tetramethyl-1,3,2-dioxaborolan-2-yl)-1H-indazole CC1=C(C=C2C=NNC2=C1)B1OC(C(O1)(C)C)(C)C